COC1=CC=C(C=N1)CN1C2CN(CC1C2)C2=CC=C(C=N2)C=2C=1N(C=C(N2)C=2C=NN(C2)C2CCC(CC2)=O)N=CC1C#N 4-[6-[6-[(6-methoxy-3-pyridyl)methyl]-3,6-diazabicyclo[3.1.1]heptan-3-yl]-3-pyridyl]-6-[1-(4-oxocyclohexyl)pyrazol-4-yl]pyrazolo[1,5-a]pyrazine-3-carbonitrile